C(CCCCCCC\C=C/C\C=C/CCCCC)(=O)OC[C@H](O)CO |r| 1-monolinoleoyl-rac-glycerol